N-[3-[2-[[1-(2,2-difluoroethyl)-3-methyl-pyrazol-4-yl]amino]pyrimidin-4-yl]-1-methyl-indol-6-yl]prop-2-enamide FC(CN1N=C(C(=C1)NC1=NC=CC(=N1)C1=CN(C2=CC(=CC=C12)NC(C=C)=O)C)C)F